4-amino-N-((5S)-7,7-dimethyl-2-(trifluoromethyl)-5,6,7,8-tetrahydro-5-quinolinyl)-7-fluoro-N,1-dimeth-yl-1H-pyrazolo[4,3-c]quinoline-8-carboxamide NC1=NC=2C=C(C(=CC2C2=C1C=NN2C)C(=O)N(C)[C@@H]2C=1C=CC(=NC1CC(C2)(C)C)C(F)(F)F)F